(R)-3-((1-methyl-1H-pyrazol-4-yl)oxy)pyrrolidine-1-carboxylic acid tert-butyl ester C(C)(C)(C)OC(=O)N1C[C@@H](CC1)OC=1C=NN(C1)C